3-methyl-5-phenyl-1,4-di-p-toluenesulfonyl-1H-pyrazole CC1=NN(C(=C1S(=O)(=O)C1=CC=C(C)C=C1)C1=CC=CC=C1)S(=O)(=O)C1=CC=C(C)C=C1